2-(4-bromophenyl)-thiophenopyridine BrC1=CC=C(C=C1)C1=CC2=C(C=CC=N2)S1